2-(1H-pyrazol-5-yl)cyclopropane-1-carboxamide N1N=CC=C1C1C(C1)C(=O)N